((2-(piperidin-4-yl)ethoxy)methyl)piperidine-1-carboxylic acid tert-butyl ester C(C)(C)(C)OC(=O)N1C(CCCC1)COCCC1CCNCC1